NCC=1N=CC(=NC1)C1=C(C=C(C#N)C=C1)OC=1N(N=C(C1)C1=CC=CC=C1)C 4-[5-(aminomethyl)pyrazin-2-yl]-3-(2-methyl-5-phenylpyrazol-3-yl)oxybenzonitrile